CO[C@H]1C[C@@H](N(C1=O)C(=O)OC(C)(C)C)C(=O)OC(C)(C)C di-tert-butyl (2R,4S)-4-methoxy-5-oxopyrrolidine-1,2-dicarboxylate